Cl.ClC=1C(=C(C=CC1OC=1C=CC2=CN(N=C2C1)C)NC=1C2=C(N=CN1)C=CC(=N2)OC2CCNCC2)F N-(3-chloro-2-fluoro-4-((2-methyl-2H-indazol-6-yl)oxy)phenyl)-6-(piperidin-4-yloxy)pyrido[3,2-d]pyrimidin-4-amine hydrochloride salt